BrC1=CC=C2C(=NN(C2=C1)C1OCCCC1)NC=1C=NN(C1)C 6-bromo-N-(1-methyl-1H-pyrazol-4-yl)-1-(tetrahydro-2H-pyran-2-yl)-1H-indazol-3-amine